C(C)(C)(C)[S@](=O)\N=C\C(=O)OC methyl (S,E)-2-((tert-butylsulfinyl)imino)acetate